ethyl 2-[4-bromo-2-[3-[5-chloro-2-[(6-chloro-2-pyridyl)oxymethyl]-3-pyridyl]propyl]phenyl]acetate BrC1=CC(=C(C=C1)CC(=O)OCC)CCCC=1C(=NC=C(C1)Cl)COC1=NC(=CC=C1)Cl